(S)-3-(1-aminoethyl)-8-chloro-7-fluoro-2-(phenyl-d5)isoquinolin-1(2H)-one N[C@@H](C)C=1N(C(C2=C(C(=CC=C2C1)F)Cl)=O)C1=C(C(=C(C(=C1[2H])[2H])[2H])[2H])[2H]